tert-butyl N-(2-[[(3-[3,3-dimethyl-2-oxaspiro[4.5]dec-7-en-8-yl]-1-(oxacyclohex-2-yl)-1H-pyrazol-4-yl) methyl] (methyl) amino] ethyl)-N-methylcarbamate CC1(OCC2(C1)CC=C(CC2)C2=NN(C=C2CN(CCN(C(OC(C)(C)C)=O)C)C)C2OCCCC2)C